CN1CC[C@@]23C=C[C@@H](C[C@@H]2OC4=C(C=CC(=C34)C1)OC)O The molecule is a benzazepine alkaloid isolated from certain species of daffodils. It has a role as an antidote to curare poisoning, an EC 3.1.1.7 (acetylcholinesterase) inhibitor, a cholinergic drug, an EC 3.1.1.8 (cholinesterase) inhibitor and a plant metabolite. It is an organic heterotetracyclic compound, a tertiary amino compound, a benzazepine alkaloid and a benzazepine alkaloid fundamental parent.